S1C(=CC2=C1C=CC=C2)C2=CC=C1C=CC(=CC1=C2)C2=CC=C(C=C2)N(C2=CC=C(C=C2)C=2OC1=C(N2)C=CC=C1)C1=CC=C(C=C1)C=1SC2=C(N1)C=CC=C2 {4-(7-benzothiophen-2-yl-naphthalen-2-yl)-phenyl}-(4-benzothiazol-2-yl-phenyl)-(4-benzoxazol-2-yl-phenyl)amine